N-[7-methoxy-4-(1-methyl-1H-pyrazol-4-yl)-1H-1,3-benzodiazol-2-yl]-2-oxo-1-oxa-3,8-diazaspiro[4.5]decane-8-carboxamide COC1=CC=C(C2=C1NC(=N2)NC(=O)N2CCC1(CNC(O1)=O)CC2)C=2C=NN(C2)C